OC1C[C@H]2C(C2C1)NC(=O)C1=CC(=NN1[C@@H](CC)C1=CC=CC=C1)C(=O)NC N5-((1R,3RS,6r)-3-Hydroxybicyclo[3.1.0]hexan-6-yl)-N3-methyl-1-((S)-1-phenylpropyl)-1H-pyrazole-3,5-dicarboxamide